9,4b-(epiminoethano)phenanthrene-6(7H)-one oxime C1=CC=CC=2C34CC(CC=C3C(=CC12)NCC4)=NO